5-benzofuran potassium trifluoroborate B(F)(F)F.[K].C=1OC=CC=2C1C=CC2